potassium 2-chlorophenol ClC1=C(C=CC=C1)O.[K]